(4-(3-(tert-butyl)-1H-1,2,4-triazol-1-yl)-3-chlorophenyl)(4-(5-chlorooxazolo[4,5-b]pyridin-2-yl)piperazin-1-yl)methanone C(C)(C)(C)C1=NN(C=N1)C1=C(C=C(C=C1)C(=O)N1CCN(CC1)C=1OC=2C(=NC(=CC2)Cl)N1)Cl